C(C)NC(=O)C1=NC=C(C=C1)C1=CC=C2C=NC(=NC2=C1)NC1=C(C=C2CCN(CC2=C1)C)OC N-ethyl-5-{2-[(6-methoxy-2-methyl-1,2,3,4-tetrahydroisoquinolin-7-yl)amino]quinazolin-7-yl}pyridine-2-carboxamide